Methyl 2-[1-(cyclopropylmethyl)-1H-pyrrolo[2,3-b]pyridin-2-yl]-1-(2-methanesulfinylethyl)-7-methoxy-1H-1,3-benzodiazole-5-carboxylate C1(CC1)CN1C(=CC=2C1=NC=CC2)C2=NC1=C(N2CCS(=O)C)C(=CC(=C1)C(=O)OC)OC